FCC([C@H](CC(=O)OC1CCCC1)NC(=O)[C@@]1(CC(=NO1)C1=NC=CC2=CC=CC=C12)C(C)C)=O Cyclopentyl (S)-5-fluoro-3-((R)-5-isopropyl-3-(isoquinolin-1-yl)-4,5-dihydroisoxazole-5-carboxamido)-4-oxopentanoate